N,N-diethyl-3-oxo-3-phenylpropionamide C(C)N(C(CC(C1=CC=CC=C1)=O)=O)CC